COC1=CC=C(CN(S(=O)(=O)C2=C(C=C(C(=O)O)C=C2)F)CC2=CC=C(C=C2)OC)C=C1 4-(N,N-bis(4-methoxybenzyl)sulfamoyl)-3-fluorobenzoic acid